(S)-4-(4-(2-(2-hydroxyphenyl)-6a,7,9,10-tetrahydro-5H-pyrazino[1',2':4,5]pyrazino[2,3-c]pyridazin-8(6H)-yl)-[1,4'-bipiperidin]-1'-yl)benzoic acid OC1=C(C=CC=C1)C=1C=C2C(=NN1)NC[C@@H]1N2CCN(C1)C1CCN(CC1)C1CCN(CC1)C1=CC=C(C(=O)O)C=C1